ClC=1C=NN(C1C1=NN2C(N(C(CC2)=O)CC2=CC=C(C=C2)C=2N(C=C(N2)C(F)(F)F)C(C)C)=C1)C(C)C 2-(4-chloro-1-isopropyl-1H-pyrazol-5-yl)-4-(4-(1-isopropyl-4-(trifluoromethyl)-1H-imidazol-2-yl)benzyl)-6,7-dihydropyrazolo[1,5-a]pyrimidin-5(4H)-one